((3',3'-Diethyl-5-(4-fluorophenyl)-2-methyl-1,1-dioxido-7-(trifluoromethyl)-4,5-dihydro-2H-spiro[benzo[f][1,2,5]thiadiazepine-3,1'-cyclobutan]-8-yl)oxy)-2,2-dimethylpropanoic acid C(C)C1(CC2(C1)N(S(C1=C(N(C2)C2=CC=C(C=C2)F)C=C(C(=C1)OCC(C(=O)O)(C)C)C(F)(F)F)(=O)=O)C)CC